2-fluoro-3-(thiazol-2-yl)acrylamide FC(C(=O)N)=CC=1SC=CN1